tert-butyl (4S)-2-(4-fluoro-3,5-dimethylphenyl)-4-methyl-3-[1-(2-methyl-2-oxo-2λ6-benzo[c][1,2]thiazin-6-yl)-2-oxoimidazol-3-yl]-4,5,6,7-tetrahydropyrazolo[4,3-c]pyridine-5-carboxylate FC1=C(C=C(C=C1C)N1N=C2C([C@@H](N(CC2)C(=O)OC(C)(C)C)C)=C1N1C(N(C=C1)C1=CC2=C(N=S(C=C2)(=O)C)C=C1)=O)C